dimethyl-8-azabicyclo[3.2.1]octan CC1C2(CCC(CC1)N2)C